[Cl-].[Cl-].C1(CCCCCC1)=[Zr+2](C1=C(C(=CC=2C3=CC(=C(C=C3CC12)C)C(C)(C)C)C(C)(C)C)C)C1C=CC=C1 cycloheptylidene(cyclopentadienyl)(2,7-dimethyl-3,6-di-tert-butylfluorenyl)zirconium dichloride